trifluoromethyl-4-methoxystyrene FC(F)(F)C=CC1=CC=C(C=C1)OC